ClC1=CC(=C(OCC(=O)O)C=C1)C 2-(4-chloro-2-methylphenoxy)acetic acid